4-(4-dibenzothienyl)aniline C1=CC=C(C=2SC3=C(C21)C=CC=C3)C3=CC=C(N)C=C3